(R)-3-cyano-3-(8-(4,4-difluorocyclohex-1-en-1-yl)quinoline-3-carboxamido)propionic acid C(#N)[C@@H](CC(=O)O)NC(=O)C=1C=NC2=C(C=CC=C2C1)C1=CCC(CC1)(F)F